ClC1=CC2=C(OCCN2C(C)C)C(=C1OC)C(=O)OC methyl 6-chloro-4-isopropyl-7-methoxy-3,4-dihydro-2H-benzo[b][1,4]oxazine-8-carboxylate